2-(3,4-difluorophenyl)-6-fluoro-quinoline-4-ethanone FC=1C=C(C=CC1F)C1=NC2=CC=C(C=C2C(=C1)CC=O)F